ClC=1C=CC(=C(C1)[C@@H]1[C@H](C1)C(=O)N)OCCOC |r| rac-(1S*,2S*)-2-(5-chloro-2-(2-methoxyethoxy)phenyl)cyclopropane-1-carboxamide